N=1C=CN2C1C=CC(=C2)C2=CNC=1N=C(N=CC12)N[C@@H]1CC[C@@H](CC1)OC 5-(imidazo[1,2-a]pyridin-6-yl)-N-(cis-4-methoxycyclohexyl)-7H-pyrrolo[2,3-d]pyrimidin-2-amine